C(C=C)(=O)N1CCN(CC1)C1=NN=C(C2=CC(=C(C=C12)Cl)Cl)CC1=CC=CC=C1 1-(4-acryloyl-1-piperazinyl)-4-benzyl-6,7-dichlorophthalazine